2-amino-5-(3,5-dimethyl-4-(4-methylpiperazin-1-yl)phenyl)-N-(1-methyl-1H-pyrrolo[2,3-b]pyridin-4-yl)nicotinamide NC1=C(C(=O)NC2=C3C(=NC=C2)N(C=C3)C)C=C(C=N1)C1=CC(=C(C(=C1)C)N1CCN(CC1)C)C